O.O.OC1=CC=C(C=C1)[As](=O)(Cl)Cl 4-hydroxyphenyl-arsonic acid chloride dihydrate